[Si](C)(C)(C(C)(C)C)OC1=CC=C(NC=2C=C(N(C2C)C2CC2)C#N)C=C1 4-[4-[tert-butyl(dimethyl)silyl]oxyanilino]-1-cyclopropyl-5-methyl-pyrrole-2-carbonitrile